(R)-N-(1-cyanopyrrolidin-3-yl)-2-fluoro-4-(1-methyl-1H-indazol-5-yl)benzamide C(#N)N1C[C@@H](CC1)NC(C1=C(C=C(C=C1)C=1C=C2C=NN(C2=CC1)C)F)=O